tert-butyl (2-cyanoethyl)(methyl)carbamate C(#N)CCN(C(OC(C)(C)C)=O)C